O=C1N[C@H]2[C@@H](N1)CS[C@H]2CCCCC(=O)OCCN2C(/C(/C1=CC=CC=C21)=C\2/C(N(C1=CC=CC=C21)C)=O)=O 2-((E)-1'-methyl-2,2'-dioxo-[3,3'-biindolinylidene]-1-yl)ethyl 5-((3aS,4S,6aR)-2-oxo hexahydro-1H-thieno[3,4-d]imidazol-4-yl)pentanoate